CC1=C(C=C(C=C1)NC(C1=CC(=NC=C1)C(F)(F)F)=O)C=1C=NC(=C(C1)N1CCOCC1)C#CC1CCN(CC1)S(=O)(=O)C N-(4-methyl-3-(6-((1-(methylsulfonyl)piperidin-4-yl)ethynyl)-5-morpholinopyridin-3-yl)phenyl)-2-(trifluoromethyl)isonicotinamide